CC([C@@H](C(=O)N1[C@@H](C[C@H](C1)O)C(=O)NC)N1N=NC(=C1)C1=CC(=C(C=C1)C)C(NC1=CC=CC=C1)=O)(C)C (2S,4R)-1-[(2S)-3,3-dimethyl-2-[4-[4-methyl-3-(phenylcarbamoyl)phenyl]triazol-1-yl]butanoyl]-4-hydroxy-N-methyl-pyrrolidine-2-carboxamide